N-methyl-5,6,7,8-tetrahydroimidazo[1,5-a]pyrazin-3-amine 2,2,2-trifluoroacetate FC(C(=O)O)(F)F.CNC1=NC=C2N1CCNC2